6-[(2S)-2-aminobutyl]-2-chloro-7-methyl-N-[(thiophen-2-yl)methyl]thieno[3,2-d]pyrimidin-4-amine dihydrochloride Cl.Cl.N[C@H](CC1=C(C=2N=C(N=C(C2S1)NCC=1SC=CC1)Cl)C)CC